COC(=O)C=1C(N(C2=CC(=CC=C2C1N)C(F)(F)F)C=1C=CC=C2C=CC=NC12)=O 4-Amino-2-oxo-1-(quinolin-8-yl)-7-(trifluoromethyl)-1,2-dihydroquinoline-3-carboxylic acid methyl ester